C(=O)O.C1NCC2=C(C=CC=C12)C(C(=O)NC)=CC (isoindolin-4-yl)-N-methylbut-2-enamide formate salt